CN1CCC(CC1)OC=1C=C2C(=NC1)NC(N2C2CCN(CC2)C(=O)OC(C)(C)C)=O tert-butyl 4-[6-[(1-methyl-4-piperidyl)oxy]-2-oxo-3H-imidazo[4,5-b]pyridin-1-yl]piperidine-1-carboxylate